1-(6-(Benzyloxy)-2-bromo-3-chloro-4-fluorophenyl)ethanol C(C1=CC=CC=C1)OC1=CC(=C(C(=C1C(C)O)Br)Cl)F